(S)-4-(1-(1-methyl-3-(3-(trifluoromethyl)benzyl)-1H-indole-2-carboxamido)ethyl)benzoic acid CN1C(=C(C2=CC=CC=C12)CC1=CC(=CC=C1)C(F)(F)F)C(=O)N[C@@H](C)C1=CC=C(C(=O)O)C=C1